C12CN(CC(CCC1)N2)C=2OC1=C(N2)C=C(C=C1C=1SC=CN1)S(=O)(=O)C 2-(3,9-diazabicyclo[3.3.1]nonan-3-yl)-5-(methyl-sulfonyl)-7-(thiazol-2-yl)benzo[d]oxazole